C(=O)(O)C[C@@H]1CC[C@H](N1)C(=O)O (2s,5s)-5-carboxymethylproline